NC1=C(C=CC(=C1)OC)O 2-amino-4-methoxyphenol